C1(C=CC(C=2C=CC=3C=C4C=CC=CC4=CC3C21)=O)=O benzenoanthracene-1,4-dione